(S)-2-AMINO-2-(MERCAPTOMETHOXY)ACETIC ACID N[C@H](C(=O)O)OCS